CC1=C(C=NO1)C(=O)NC1=CC2=C(NC(=N2)C2=CC(=CC(=C2)C(F)(F)F)N2C(=NC=C2)C)C=C1 5-methyl-N-(2-(3-(2-methyl-1H-imidazol-1-yl)-5-(trifluoromethyl)phenyl)-1H-benz[d]imidazol-5-yl)isoxazol-4-carboxamide